(1S,2S,3S,5R)-3-(2-aminoethoxy)-5-(7-(((1R,2S)-2-(3,4-difluorophenyl)cyclopropyl)amino)-5-(propylsulfanyl)-3H-[1,2,3]Triazolo[4,5-d]Pyrimidin-3-yl)cyclopentane-1,2-diol NCCO[C@@H]1[C@H]([C@H]([C@@H](C1)N1N=NC2=C1N=C(N=C2N[C@H]2[C@@H](C2)C2=CC(=C(C=C2)F)F)SCCC)O)O